NC=1NC(C2=C(N1)N(C=C2)[C@H]2[C@](O)([C@H](O)[C@H](O2)CO)C)=O 2-amino-7-(2-C-methyl-β-D-ribofuranosyl)-7H-pyrrolo[2,3-d]pyrimidin-4(3H)-one